1-(4-(((7-fluorobenzo[d]thiazol-2-yl)(4-methoxyphenethyl)amino)-methyl)phenyl)azetidine-3-carboxylic acid FC1=CC=CC=2N=C(SC21)N(CCC2=CC=C(C=C2)OC)CC2=CC=C(C=C2)N2CC(C2)C(=O)O